2,3-dihydroxypropyl (E)-16-hydroxyhexadec-9-enoate OCCCCCC/C=C/CCCCCCCC(=O)OCC(CO)O